2-(((4-(pyrrolidin-1-yl)butanoyl)oxy)methyl)propane-1,3-diyl bis(4,4-bis(((Z)-oct-5-en-1-yl)oxy)butanoate) C(CCC\C=C/CC)OC(CCC(=O)OCC(COC(CCC(OCCCC\C=C/CC)OCCCC\C=C/CC)=O)COC(CCCN1CCCC1)=O)OCCCC\C=C/CC